ClC1=C(C(=NN1C1=CC=NC=C1)CC)C=O 5-CHLORO-3-ETHYL-1-(PYRIDIN-4-YL)-1H-PYRAZOLE-4-CARBALDEHYDE